CC1=C2C(C(=CN(C2=NC(=C1)N1CC(C1)C(NC1=NC=CN=C1)=O)C=1SC=CN1)C(=O)O)=O 5-methyl-4-oxo-7-{3-[(pyrazin-2-yl)carbamoyl]azetidin-1-yl}-1-(1,3-thiazol-2-yl)-1,4-dihydro-1,8-naphthyridine-3-carboxylic acid